COCC(N)C=1C=C(C=C(C1)C)C(COC)[N+](=O)[O-] 2-methoxy-1-(3-(2-methoxy-1-nitroethyl)-5-tolyl)ethan-1-amine